C(C)OC(\C=C/C=1C=CC(=C(C(=O)OC(C)(C)C)C1)OC)=O Tert-butyl (Z)-5-(3-ethoxy-3-oxoprop-1-en-1-yl)-2-methoxybenzoate